C(C=C)(=O)N1[C@@H]2CN([C@H](C1)C2)C=2N=C1C(=C(C=NC1=CC2F)C#N)NC2=C(C(=C(C=C2)OC(F)F)Cl)F 6-((1S,4S)-5-Acryloyl-2,5-diazabicyclo[2.2.1]heptan-2-yl)-4-((3-chloro-4-(difluoromethoxy)-2-fluorophenyl)amino)-7-fluoro-1,5-naphthyridine-3-carbonitrile